(2-bromo-5-chloro-3-fluorophenyl)-diphenylamine BrC1=C(C=C(C=C1F)Cl)N(C1=CC=CC=C1)C1=CC=CC=C1